SCSC(CSCC(CSCC(SCS)SCS)SCC(SCS)SCS)SCS 1,1,9,9-tetrakis(mercaptomethylthio)-5-(3,3-bis(mercaptomethylthio)-1-thiapropyl)3,7-dithianonane